C1=CC=CC=2NC3C(C=CC21)=CC=CC3 5,6-dihydrobenzo[b][1]benzazepin